N[C@@]1(CN(CC1)C1=C(C=NC(=C1C1=CC(=CC(=C1)F)Cl)OC)C(=O)NCC1=NOC=C1)C 4-[(3S)-3-amino-3-methylpyrrolidin-1-yl]-5-(3-chloro-5-fluorophenyl)-6-methoxy-N-[(1,2-oxazol-3-yl)methyl]pyridine-3-carboxamide